[I-].C(C)[N+](CCC1=CNC2=CC=C(C=C12)C)(CC)CC triethyl-[2-(5-methyl-1H-indol-3-yl)ethyl]azanium iodide